tert-butyl ((1r,3r)-3-(5-(5-ethoxypyridin-2-yl)-4-(pyridin-4-yl)-4H-1,2,4-triazol-3-yl)cyclobutyl)carbamate C(C)OC=1C=CC(=NC1)C=1N(C(=NN1)C1CC(C1)NC(OC(C)(C)C)=O)C1=CC=NC=C1